ONC1=NC(=NC(=C1)C)NC(=O)NC1=CC=C(C=C1)OC(F)(F)F 1-(4-(hydroxyamino)-6-methylpyrimidin-2-yl)-3-(4-(trifluoromethoxy)phenyl)urea